((E)-3-(4-((tert-butoxycarbonyl)amino)phenyl)acryloyl)glycyl-L-valyl-D-glutamic acid diethyl ester C(C)OC([C@H](NC([C@@H](NC(CNC(\C=C\C1=CC=C(C=C1)NC(=O)OC(C)(C)C)=O)=O)C(C)C)=O)CCC(=O)OCC)=O